1-hydroxy-2-deoxy-2-trifluoromethyl-3,4-di(acetyl)rhamnose OC(=O)[C@@H]([C@](O)([C@@](O)([C@@H](O)C)C(C)=O)C(C)=O)C(F)(F)F